4-(5-(5-(2,3-dihydro-1H-inden-4-yl)-6-methoxy-1H-pyrazolo[4,3-b]pyridin-3-yl)pyridin-2-yl)morpholine C1CCC2=C(C=CC=C12)C1=C(C=C2C(=N1)C(=NN2)C=2C=CC(=NC2)N2CCOCC2)OC